CN1C(=NC=C1)C#CC1=C(OC=C1)C=NO ((1-methyl-1H-imidazolyl)ethynyl)furan-2-carbaldehyde Oxime